CN1C(N(C2=C1C=CC=C2)C)C2=CC=CC=C2 1,3-dimethyl-2-phenyl-2,3-dihydro-1H-benzo-[d]imidazole